C(C1=CC=CC=C1)OC1=CC=NC(=C1C1=CC(=C(C=C1)OC)F)C1=CC(=C(C=C1)C#N)F 4-(benzyloxy)-6-(4-cyano-3-fluorophenyl)-5-(3-fluoro-4-methoxyphenyl)pyridine